(S)-1-N-tert-butoxycarbonyl-3-hydroxyazetidine C(C)(C)(C)OC(=O)N1CC(C1)O